NC1=C(C2=C(CN(CC2)C(=O)OC(C)(C)C)S1)C=1SC2=C(C(=NC(=C2)C)C)N1 tert-Butyl 2-amino-3-(4,6-dimethylthiazolo[4,5-c]pyridin-2-yl)-4,5-dihydrothieno[2,3-c]pyridine-6(7H)-carboxylate